Boron-iron-copper [Cu].[Fe].[B]